2-([1,1'-biphenyl]-4-ylmethyl)-4-(thiophen-2-ylmethylene)oxazol-5(4H)-one C1(=CC=C(C=C1)CC=1OC(C(N1)=CC=1SC=CC1)=O)C1=CC=CC=C1